2-(cyanomethyl)-2-(2-methylallyl)malonic acid diethyl ester C(C)OC(C(C(=O)OCC)(CC(=C)C)CC#N)=O